1-(2-chloro-5-(3,9-diazaspiro[5.5]undecane-3-carbonyl)phenyl)dihydropyrimidine ClC1=C(C=C(C=C1)C(=O)N1CCC2(CC1)CCNCC2)N2CNCC=C2